4-(3-(2-ethoxypyridin-3-yl)pyrazolo[1,5-a]pyrimidin-5-yl)piperazine-1-carboxylic acid ethyl ester C(C)OC(=O)N1CCN(CC1)C1=NC=2N(C=C1)N=CC2C=2C(=NC=CC2)OCC